2-methyl-4-(3-methyl-2-oxo-1,3-benzoxazol-6-yl)-N-(4-phenylbutyl)piperidine-1-carboxamide CC1N(CCC(C1)C1=CC2=C(N(C(O2)=O)C)C=C1)C(=O)NCCCCC1=CC=CC=C1